BrCC=1C=NC(=NC1)SC1CCN(CC1)C1=C(C=C(C#N)C=C1)F 4-(4-((5-(bromomethyl)pyrimidin-2-yl)thio)piperidin-1-yl)-3-fluorobenzonitrile